(7R,14R)-11-(4-((dimethylphosphoryl)methyl)phenyl)-1-hydroxy-6-(methyl-d3)-6,7-dihydro-7,14-methanobenzo[f]benzo[4,5]imidazo[1,2-a][1,4]diazocin-5(14H)-one CP(=O)(C)CC1=CC=C(C=C1)C1=CC2=C(N=C3N2[C@H]2C4=C(C(N([C@@H]3C2)C([2H])([2H])[2H])=O)C=CC=C4O)C=C1